ClC=1C=C2C(=NC(=NC2=C(C1C1=CC(=CC2=CC=CC=C12)O)F)OC[C@H]1N(CCC1)C)O 6-chloro-8-fluoro-7-(3-hydroxynaphthalen-1-yl)-2-(((S)-1-methylpyrrolidin-2-yl)methoxy)quinazolin-4-ol